6-(4-tert-butyl-5-chloro-2-methyl-phenyl)-3-isopropylsulfonyl-2-methyl-1H-pyridin C(C)(C)(C)C1=CC(=C(C=C1Cl)C1=CC=C(C(N1)C)S(=O)(=O)C(C)C)C